(1-(2,6-dimethoxy-4-((2-methylbiphenyl-3-yl)ethenyl)benzyl)pyrrolidin-2-yl)methanol COC1=C(CN2C(CCC2)CO)C(=CC(=C1)C=CC=1C(=C(C=CC1)C1=CC=CC=C1)C)OC